CCCCCCCCCCCCCCCC(=O)OC[C@H](COP(=O)([O-])OCC[N+](C)(C)C)OC(=O)C=C 1-hexadecanoyl-2-(2E-propionyl)-sn-glycero-3-phosphocholine